(-)-N-{2-cyclopropyl-2-[6-(3,4-difluorophenyl)-5-fluoro-4-(2-hydroxypropan-2-yl)pyridin-2-yl]-2-hydroxyethyl}-3-(difluoromethyl)-8-methoxycinnoline-6-carboxamide C1(CC1)C(CNC(=O)C=1C=C2C=C(N=NC2=C(C1)OC)C(F)F)(O)C1=NC(=C(C(=C1)C(C)(C)O)F)C1=CC(=C(C=C1)F)F